C(C(=C)C)(=O)OCC(COC1=C(C=CC=C1)C(C)(C)C1=C(C=CC=C1)OCC(COC(C(=C)C)=O)O)O 2,2-bis[(3-methacryloxy-2-hydroxypropyloxy)phenyl]propane